4-((2-(((R)-3-cyclobutyl-1-((S)-4,4-difluoro-2-methyltetrahydrofuran-2-yl)prop-2-yn-1-yl)amino)-3,4-dioxocyclobut-1-en-1-yl)amino)-3-hydroxy-N,N-dimethylpicolinamide C1(CCC1)C#C[C@H]([C@]1(OCC(C1)(F)F)C)NC1=C(C(C1=O)=O)NC1=C(C(=NC=C1)C(=O)N(C)C)O